(E)-3-[3-[(2,4-Dichlorophenoxy)methyl]-4-methoxyphenyl]-1-(2,4-dihydroxyphenyl)prop-2-en-1-one ClC1=C(OCC=2C=C(C=CC2OC)/C=C/C(=O)C2=C(C=C(C=C2)O)O)C=CC(=C1)Cl